2-(6-amino-5-(piperidin-4-ylethynyl)pyridazin-3-yl)phenol NC1=C(C=C(N=N1)C1=C(C=CC=C1)O)C#CC1CCNCC1